FC1=C2C=CC=CC2=CC=C1 5-fluoronaphthalen